Heptadecan-9-Yl 9-Oxooctadecanoate O=C(CCCCCCCC(=O)OC(CCCCCCCC)CCCCCCCC)CCCCCCCCC